Bis(2-hydroxyethyl)(methylenebis(1,4-phenylene))dicarbamate OCCOC(NC1=CC=C(C=C1)CC1=CC=C(C=C1)NC(OCCO)=O)=O